4-(hydroxymethyl)-1,3-oxazole OCC=1N=COC1